ClC1=C2CCN(C2=CC=C1)CC=1C=C(C=C2C(C=C(OC12)N1CCOCC1)=O)C(=O)N(C)C 8-((4-chloroindolin-1-yl)methyl)-N,N-dimethyl-2-morpholino-4-oxo-4H-chromene-6-carboxamide